ClC1=CC=C(C(=N1)C(=O)O)O[C@@H](C)C=1C=C(C=C2C(N(C(=NC12)C1CCOCC1)C1CC1)=O)F (S)-6-chloro-3-(1-(3-cyclopropyl-6-fluoro-4-oxo-2-(tetrahydro-2H-pyran-4-yl)-3,4-dihydroquinazolin-8-yl)ethoxy)picolinic acid